[Si](C)(C)(C(C)(C)C)OCC(CCCC(C(=O)OC)(C)C1=CC(=CC=C1)I)(C)C methyl 7-((tert-butyldimethylsilyl) oxy)-2-(3-iodophenyl)-2,6,6-trimethyl-heptanoate